C(C)OC1=C(C=C(C(=O)OC(C)C)C#N)C=CC=C1 isopropyl 2-ethoxy-α-cyanocinnamate